ClC1=C2C=C(NC2=CC(=C1)Cl)C(=O)N 4,6-dichloro-1H-indole-2-carboxamide